diethyl (5S)-1-benzoyl-5-hydroxy-piperidine-2,2-dicarboxylate C(C1=CC=CC=C1)(=O)N1C(CC[C@@H](C1)O)(C(=O)OCC)C(=O)OCC